O=C1NC(CCC1N1C(C=2C=C3C(=CC2C1=O)OC1(CC3)CN(C1)CC1CCNCC1)=O)=O 7'-(2,6-dioxopiperidin-3-yl)-1-(piperidin-4-ylmethyl)-3',4'-dihydro-6'H-spiro[Azetidine-3,2'-pyrano[2,3-f]isoindole]-6',8'(7'H)-dione